C(C(O)CO)OCCCCC amyl glyceryl ether